(3-cyano-4-methyl-1H-indol-7-yl)-5-(dimethylphosphoryl)thiazole-2-sulfonamide C(#N)C1=CNC2=C(C=CC(=C12)C)C=1N=C(SC1P(=O)(C)C)S(=O)(=O)N